NC1C2N(CC1CC2)C(=O)C2=CC1=C(N(C(=N1)C=1N(C3=C(C=CC=C3C1)C=1N=NN(C1)CCO)CC1CC1)C)C(=C2)OC 2-{4-[2-(5-{7-amino-2-azabicyclo[2.2.1]heptane-2-carbonyl}-7-methoxy-1-methyl-1H-1,3-benzodiazol-2-yl)-1-(cyclopropylmethyl)-1H-indol-7-yl]-1H-1,2,3-triazol-1-yl}ethan-1-ol